NC1=NN(C=2CN(CCC21)S(=O)(=O)C(C)C)C(=O)C2CCNC1=CC=C(C=C21)F (3-amino-6-(isopropylsulfonyl)-4,5,6,7-tetrahydropyrazolo[3,4-c]pyridin-1-yl)(6-fluoro-1,2,3,4-tetrahydroquinolin-4-yl)methanone